2-[2-[3,4-bis(2-hydroxyethoxy)oxolan-2-yl]-2-(2-hydroxyethoxy)ethoxy]ethyl-octadeca-9-enoic acid ethyl ester C(C)OC(C(CCCCCCC=CCCCCCCCC)CCOCC(OCCO)C1OCC(C1OCCO)OCCO)=O